1-(4-(6,8-dichloro-7-(2-fluorophenyl)quinazolin-4-yl)piperazin-1-yl)prop-2-en-1-one ClC=1C=C2C(=NC=NC2=C(C1C1=C(C=CC=C1)F)Cl)N1CCN(CC1)C(C=C)=O